CCCCCCCCCCC undecane